(25R)-26-hydroxycholesterol OC[C@H](C)CCC[C@@H](C)[C@H]1CC[C@H]2[C@@H]3CC=C4C[C@@H](O)CC[C@]4(C)[C@H]3CC[C@]12C